(4-(trifluoromethyl)phenyl)methanone FC(C1=CC=C(C=C1)C=O)(F)F